ClC=1N=C(C2=C(N1)C=C(O2)C2=CC(=NN2CCN(C)C)C)N2CCOCC2 2-(5-(2-chloro-4-morpholinofuro[3,2-d]pyrimidin-6-yl)-3-methyl-1H-pyrazol-1-yl)-N,N-dimethylethanamine